ClC1=CC2=C(N=C(N=C2)NC2=C(C=C(C=C2)S(=O)(=O)C2CCN(CC2)C(=O)OC(C)(C)C)C)N(C1=O)C1CCCC1 Tert-butyl 4-[4-[(6-chloro-8-cyclopentyl-7-oxo-pyrido[2,3-d]pyrimidin-2-yl)amino]-3-methyl-phenyl]sulfonylpiperidine-1-carboxylate